8-((1,3-Dimethyl-1H-pyrazol-5-yl)sulfonyl)-3-(2-oxa-7-azaspiro[4.4]non-7-yl)-1-oxa-8-azaspiro[4.5]decane CN1N=C(C=C1S(=O)(=O)N1CCC2(CC(CO2)N2CC3(CCOC3)CC2)CC1)C